C(C)(C)(C)OC(=O)N1[C@@H](C[C@H](C1)O)C(=O)O (2S,4R)-1-(t-butoxycarbonyl)-4-hydroxypyrrolidine-2-carboxylic acid